C(C)(C)(C)C=1C=C(C=C(C1O)C(C)(C)C)C(C(=O)N)C (3,5-di-tert-butyl-4-hydroxyphenyl)propionamide